3-(6-Fluoro-2-methyl-1,2,3,4-tetrahydroisochinolin-7-yl)-5-(2-fluoro-6-methoxyphenyl)-1H-pyrazolo[4,3-c]pyridazin-6(5H)-on FC=1C=C2CCN(CC2=CC1C1=NNC=2C1=NN(C(C2)=O)C2=C(C=CC=C2OC)F)C